C[C@](N(C(=O)C1CN(C1)C(=O)[C@H]1N(CC1)C(C1=CC=CC=C1)(C1=CC=CC=C1)C1=CC=CC=C1)C)(C(C)C)C(=O)O methyl-N-methyl-N-(1-((S)-1-tritylazetidine-2-carbonyl)azetidine-3-carbonyl)-L-valine